ethyl 3,3-diamino-2-cyanoacrylate NC(=C(C(=O)OCC)C#N)N